CC1(OCC(CO1)O)C 2,2-Dimethyl-1,3-dioxan-5-ol